C(C=1C(C(=O)O)=CC=CC1)(=O)NCCS Phthaloyl-cysteamine